4-fluoro-N,N-dimethyl-2-(1,2,3,6-tetrahydropyridin-5-yl)indole-5-carboxamide FC1=C2C=C(NC2=CC=C1C(=O)N(C)C)C1=CCCNC1